Butyl 4-(6-Nitropyridin-3-yl)-5,6-dihydropyridine-1(2H)-carboxylate [N+](=O)([O-])C1=CC=C(C=N1)C1=CCN(CC1)C(=O)OCCCC